4-(4-(6-(((1R,4R,5R,6S)-6-fluoro-2-azabicyclo[2.2.2]octan-5-yl)oxy)pyridazin-3-yl)-3-hydroxyphenyl)-1-methyl-1,3,5-triazin-2(1H)-one F[C@@H]1[C@@H]([C@H]2CN[C@@H]1CC2)OC2=CC=C(N=N2)C2=C(C=C(C=C2)C2=NC(N(C=N2)C)=O)O